6-fluoroquinazolin FC=1C=C2C=NC=NC2=CC1